N,N'-bis(2,5-difluoro-4-aminophenyl)terephthalamide FC1=C(C=C(C(=C1)N)F)NC(C1=CC=C(C(=O)NC2=C(C=C(C(=C2)F)N)F)C=C1)=O